7-Chloro-4,8-dimethyl-2H-pyrimido[1,2-b]pyridazin-2-one ClC=1C(=CC=2N(N1)C(=CC(N2)=O)C)C